N-(4-(3-(2,6-diazaspiro[3.4]oct-6-yl)pyridin-4-yl)-2-methylbenzyl)-5-(tert-butyl)-1,2,4-oxadiazole-3-carboxamide C1NCC12CN(CC2)C=2C=NC=CC2C2=CC(=C(CNC(=O)C1=NOC(=N1)C(C)(C)C)C=C2)C